1-(tert-butyl) 3-ethyl 4-(1-methyl-1H-pyrazol-4-yl)-5,6-dihydropyridine-1,3(2H)-dicarboxylate CN1N=CC(=C1)C1=C(CN(CC1)C(=O)OC(C)(C)C)C(=O)OCC